4-(((6-bromo-3-fluoropyridin-2-yl)oxy)methyl)benzonitrile BrC1=CC=C(C(=N1)OCC1=CC=C(C#N)C=C1)F